(5R)-5-amino-3,3-difluoropiperidine-1-carboxylic acid tert-butyl ester C(C)(C)(C)OC(=O)N1CC(C[C@H](C1)N)(F)F